O=C1NC(CCC1C1=C(C=C(C=C1)N1CCC(CC1)C=O)F)=O (4-(2,6-Dioxopiperidin-3-yl)-3-fluorophenyl)piperidine-4-carbaldehyde